ethyl 6-(4-(tert-butoxycarbonyl) piperazin-1-yl)-3-formylbenzofuran-2-carboxylate C(C)(C)(C)OC(=O)N1CCN(CC1)C1=CC2=C(C(=C(O2)C(=O)OCC)C=O)C=C1